2-methyl-3-(4-(3-(trifluoromethoxy)phenoxy)phenyl)-5,6,7,8-tetrahydroquinolin-4(1H)-one CC=1NC=2CCCCC2C(C1C1=CC=C(C=C1)OC1=CC(=CC=C1)OC(F)(F)F)=O